4-(4-((5-chloro-6-(2H-1,2,3-triazol-2-yl)pyridin-3-yl)carbamoyl)-5-(trifluoromethyl)-1H-pyrazol-1-yl)isoquinoline-1-carboxamide ClC=1C=C(C=NC1N1N=CC=N1)NC(=O)C=1C=NN(C1C(F)(F)F)C1=CN=C(C2=CC=CC=C12)C(=O)N